COC(C1=CC=C(C=C1)C1=NC2=C(N1C(C(NC(C)C)=O)C1=C(C=CC=C1)F)C=CC=C2)=O 4-{1-[(2-fluoro-phenyl)-isopropylcarbamoyl-methyl]-1H-benzimidazol-2-yl}-benzoic acid methyl ester